ClC1=CC=C(C=C1)SC1=CC2=C(C3=CC=CC=C3N=C2C=C1)C1=CC=CC=C1 2-((4-chlorophenyl)thio)-9-phenylacridine